N1=CN=CC2=C1C=NNC2=O pyrimido[4,5-d]pyridazine-5(6H)-one